C(#N)C=1C=CC(=C(C(=O)OC)C1)OC Methyl 5-cyano-2-methoxybenzoate